(S)-6-((4'-((4-((4-(4-aminopyrimidin-2-yl)-1,3-dimethyl-1H-pyrazol-5-yl)oxy)butan-2-yl)amino)-6'-chloro-3-fluoro-[2,3'-bipyridin]-5-yl)methyl)-2-thia-6-azaspiro[3.3]heptane 2,2-dioxide NC1=NC(=NC=C1)C=1C(=NN(C1OCC[C@H](C)NC1=C(C=NC(=C1)Cl)C1=NC=C(C=C1F)CN1CC2(CS(C2)(=O)=O)C1)C)C